Methyl 6-(3-(2,2-difluoropropyl)azetidin-1-yl)quinoline-4-carboxylate FC(CC1CN(C1)C=1C=C2C(=CC=NC2=CC1)C(=O)OC)(C)F